FC(CNCCNC(OC(C)(C)C)=O)(F)F Tert-butyl (2-((2,2,2-trifluoroethyl)amino)ethyl)carbamate